2,2,4,10,12-pentamethyl-1,7,9,15-tetraoxa-4,12-diaza-8-stannaspiro[7.7]pentadecane CC1(O[Sn]2(OCCN(C1)C)OC(CN(CCO2)C)C)C